(S)-1-(4-(5-(2-fluorophenyl)-4,5-dihydro-1H-pyrazole-1-carbonyl)piperidin-1-yl)ethanone FC1=C(C=CC=C1)[C@@H]1CC=NN1C(=O)C1CCN(CC1)C(C)=O